ClC=1C(=NC=CC1)C(=O)N[C@@H]1[C@H](CN(CC1)C1=NC=C(C=C1)C=1C=2N(C=C(C1)OCC)N=CC2C#N)O 3-chloro-N-((3S,4S)-1-(5-(3-cyano-6-ethoxypyrazolo[1,5-a]pyridin-4-yl)pyridin-2-yl)-3-hydroxypiperidin-4-yl)picolinamide